C(C1=CC=C(C(=O)F)C=C1)(=O)F terephthalic difluoride